C(C)[C@@H]1CN(CCC1C#N)C1=C(C=CC=C1)C(F)(F)F (3S)-3-ethyl-1-(2-(trifluoromethyl)phenyl)piperidine-4-carbonitrile